N[C@H](C(=O)N[C@H](C(=O)O)CC1(CC1)F)C(C)(C)C (2S)-2-[[(2S)-2-amino-3,3-dimethyl-butanoyl]amino]-3-(1-fluorocyclopropyl)propanoic acid